N-[[4-[5-Amino-1-[trans-4-[tert-butyl-(dimethyl)silyl]oxytetrahydrofuran-3-yl]-4-cyano-pyrazol-3-yl]phenyl]methyl]-2-methoxy-benzamide NC1=C(C(=NN1[C@@H]1COC[C@H]1O[Si](C)(C)C(C)(C)C)C1=CC=C(C=C1)CNC(C1=C(C=CC=C1)OC)=O)C#N